The molecule is the conjugate acid of (R)-N-methylcoclaurine arising from protonation of the tertiary amino group; major species at pH 7.3. It is a conjugate acid of a (R)-N-methylcoclaurine. C[NH+]1CCC2=CC(=C(C=C2[C@H]1CC3=CC=C(C=C3)O)O)OC